8-fluoro-2-(1-methylpiperidin-4-yl)-4-[[4-(2-methylpropylamino)phenyl]methyl]-1,5-dihydro-2,4-benzodiazepine-3-one FC=1C=CC2=C(CN(C(N(C2)CC2=CC=C(C=C2)NCC(C)C)=O)C2CCN(CC2)C)C1